ClC=1C=C(C=NC1N1N=NC(=C1)C1COC1)N 5-chloro-6-(4-(oxetan-3-yl)-1H-1,2,3-triazol-1-yl)pyridin-3-amine